C(C)C(C(=O)O)(C(=O)O)CC=C ethyl-(prop-2-en-1-yl)propanedioic acid